N-(5-(4-(trifluoromethyl)phenethoxy)-1H-indol-3-yl)oxazole-2-carboxamide FC(C1=CC=C(CCOC=2C=C3C(=CNC3=CC2)NC(=O)C=2OC=CN2)C=C1)(F)F